2-(2,6-dioxopiperidin-3-yl)-1-oxo-6-(((5-phenyl-1,3,4-oxadiazol-2-yl)amino)methyl)isoindoline-4-carbonitrile O=C1NC(CCC1N1C(C=2C=C(C=C(C2C1)C#N)CNC=1OC(=NN1)C1=CC=CC=C1)=O)=O